nicotine 2-(allyloxy)propanoate C(C=C)OC(C(=O)O)C.N1=CC=CC(=C1)C1N(C)CCC1